N=1C=CN2N=C(C=CC21)C2=CNC=1N=C(N=CC12)NC1=CC(=CC=C1)N1CCN(CC1)C 5-(imidazo[1,2-b]pyridazin-6-yl)-N-(3-(4-methylpiperazin-1-yl)phenyl)-7H-pyrrolo[2,3-d]pyrimidin-2-amine